1-(4-methoxyphenyl)-3-methyl-1H-pyrazol-5(4H)-one COC1=CC=C(C=C1)N1N=C(CC1=O)C